BrC1=C(C(=C(C=C1)Cl)COC)F 1-bromo-4-chloro-2-fluoro-3-(methoxymethyl)benzene